FC1=C(C=C(C(=C1O)F)C(F)(F)F)C1=NN(C2=NC(=NC=C21)N2CCC(CC2)(O)C=2C=NC=CC2)C 1-(3-(2,4-Difluoro-3-hydroxy-5-(trifluoromethyl)phenyl)-1-methyl-1H-pyrazolo[3,4-d]pyrimidin-6-yl)-4-(pyridin-3-yl)piperidin-4-ol